CC1(OB(OC1(C)C)C=1C=C(C=CC1)C)C 4,4,5,5-tetramethyl-2-(m-tolyl)-1,3,2-dioxaborolan